2,2-dimethoxy-N-(diethylaminoethyl)-1-aza-2-silacyclopentane CO[Si]1(N(CCC1)CCN(CC)CC)OC